CC(CCO)CC(CC(C)(C)C)(C)C 3,5,5,7,7-pentamethyl-1-octanol